(R)-(4-(((4-Fluorobenzyl)oxy)methyl)-7-azabicyclo[2.2.1]heptan-1-yl)(3-fluorophenyl)methanol FC1=CC=C(COCC23CCC(CC2)(N3)[C@H](O)C3=CC(=CC=C3)F)C=C1